N1(CCCCC1)C(=O)O[C@H]1C[C@H](CC1)C=1NN=C(C1)N (1R,3S)-3-(5-amino-2H-pyrazol-3-yl)cyclopentyl piperidine-1-carboxylate